C(C)(C)(C)OC(/C=C/C=1C=NC(=NC1)C=1C(=CC(=C(C(=O)OCC2=CC=CC=C2)C1)OC)F)=O Benzyl (E)-5-(5-(3-(tert-butoxy)-3-oxoprop-1-en-1-yl)pyrimidin-2-yl)-4-fluoro-2-methoxybenzoate